C1=CC(=CC=2[C@@]34CCCC[C@H]3[C@@H](CC12)NCC4)O morphinan-3-ol